5-bromo-2-{4-[2-cyano-4-(trifluoromethyl)phenyl]piperazin-1-yl}benzoic acid BrC=1C=CC(=C(C(=O)O)C1)N1CCN(CC1)C1=C(C=C(C=C1)C(F)(F)F)C#N